Cl.C(CCC)Cl butylchloride hydrochloride